C(C)(=O)NC=1C=C(C=CC1)C#CC=1C=CC(=C(C1)NC(=O)C1=CNC(C=C1C(F)(F)F)=O)N1C[C@@H](N(CC1)C)C (S)-N-(5-((3-acetamidophenyl)ethynyl)-2-(3,4-dimethylpiperazin-1-yl)phenyl)-6-oxo-4-(trifluoromethyl)-1,6-dihydropyridine-3-carboxamide